8-fluoro-4-isopropyl-6-(4,4,5,5-tetramethyl-1,3,2-dioxaborolan-2-yl)-2H-benzo[b][1,4]oxazin-3(4H)-one FC1=CC(=CC2=C1OCC(N2C(C)C)=O)B2OC(C(O2)(C)C)(C)C